C(C(CCC)CCC)(=O)O valpric acid